[(4Z)-4-[(6-chloro-7-fluoro-1H-indol-3-yl)methylene]-2,5-dioxoimidazol-1-yl](4-chlorophenyl)acetic acid ClC1=CC=C2C(=CNC2=C1F)\C=C\1/NC(N(C1=O)C(C(=O)O)C1=CC=C(C=C1)Cl)=O